CC(CN1C(C=CC2=C1N=C(N=C2)NC(C)(C)C2=CC=CC=C2)=O)(C)C 8-(2,2-dimethylpropyl)-2-[(2-phenylpropan-2-yl)amino]pyrido[2,3-d]pyrimidin-7(8H)-one